CN([O-])C N,N-dimethylaminoxid